(12S)-12-methyl-9,13-dioxa-4,5,18,19-tetraazatetracyclo[12.5.2.12,5.017,20]docosa-1(19),2(22),3,14(21),15,17(20)-hexaene C[C@H]1CCOCCCN2N=CC(C3=NNC=4C=CC(O1)=CC34)=C2